NC(C(=O)O)=CC1=CC=C(C=C1)O 2-amino-3-(4-hydroxyphenyl)acrylic acid